S([O-])(O)(=O)=O.C(C)N1C=[N+](C=C1)C 1-Ethyl-3-Methylimidazolium Bisulfate